CC1(CCC2CC=CCC2C1)C 3,3-Dimethyl-1,3,4,5,8,8a-hexahydronaphthalen